6-oxohexyl-6-[(6-Hydroxyhexanoyl)oxy]hexanoate O=CCCCCCOC(CCCCCOC(CCCCCO)=O)=O